1-allyl-2,5-ditert-butyl-2,5-dimethyl-1-aza-2,5-disilacyclopentane C(C=C)N1[Si](CC[Si]1(C)C(C)(C)C)(C)C(C)(C)C